C(C)C1=C(C=C(C(=C1)O)F)C1=CC=C2C(=NNC2=C1)C1=NC2=C(CN[C@@H](C2)C(=O)O)N1 (S)-2-(6-(2-ethyl-5-fluoro-4-hydroxyphenyl)-1H-indazol-3-yl)-4,5,6,7-tetrahydro-3H-imidazo[4,5-c]pyridine-6-carboxylic acid